ClC1=C(C=C(C(=C1)F)N1C(N(C(=CC1=O)C(F)(F)F)C)=O)SC(C(=O)NCCC(=O)O)C N-[2-[[2-chloro-5-[3,6-dihydro-3-methyl-2,6-dioxo-4-(trifluoromethyl)-1(2H)-pyrimidinyl]-4-fluorophenyl]thio]-1-oxopropyl]-β-alanine